2-[3,5-dichloro-4-[(5-methoxy-4-methylsulfonyl-2-pyridinyl)oxy]phenyl]-3,5-dioxo-1,2,4-triazine-6-carbonitrile ClC=1C=C(C=C(C1OC1=NC=C(C(=C1)S(=O)(=O)C)OC)Cl)N1N=C(C(NC1=O)=O)C#N